spiro[2-oxabicyclo[3.2.0]heptane-7,1'-cyclobutane]-6-yl-pyrrolidine-2-carboxamide C12(CCC1)C(C1CCOC12)N1C(CCC1)C(=O)N